(4-(((3S,5S)-1-(4-borono-2,6-difluorobenzoyl)-5-carbamoylpyrrolidin-3-yl)carbamoyl)-3,5-difluorophenyl)boronic acid B(O)(O)C1=CC(=C(C(=O)N2C[C@H](C[C@H]2C(N)=O)NC(=O)C2=C(C=C(C=C2F)B(O)O)F)C(=C1)F)F